methyl-5-benzyl-3-((1-(tetrahydro-2H-pyran-4-yl)-1H-pyrazole-5-carboxamido)methyl)-4,5-dihydroisoxazole CC1C(=NOC1CC1=CC=CC=C1)CNC(=O)C1=CC=NN1C1CCOCC1